C1(CC1)CS(=O)(=O)C1=CC=C(C=C1)C(CCO)C1=NC2=C(N1)C(=C(C(=C2)Cl)N2CCC(CC2)(F)F)Cl 3-(4-((cyclopropylmethyl)sulfonyl)phenyl)-3-(5,7-dichloro-6-(4,4-difluoropiperidin-1-yl)-1H-benzo[d]imidazol-2-yl)propan-1-ol